CS(=O)(=O)OCC#CC1=CC=C2C3(C=4N(C=5C=CC=C(C5C(N4)=O)Cl)C2=C1)CCCCC3 (4'-chloro-5'-oxo-5'H-spiro[cyclohexane-1,7'-indolo[1,2-a]quinazolin]-10'-yl)prop-2-yn-1-yl methanesulfonate